3-(benzoyloxy)-4,5-dihydroxybenzoic acid C(C1=CC=CC=C1)(=O)OC=1C=C(C(=O)O)C=C(C1O)O